C1(=CC=CC=C1)CCOC(CC)=O Phenylethylpropionate